Di-tert-butyl ((6R)-5-(hydroxymethyl)-3,3-dimethylheptane-1,6-diyl)dicarbamate OCC(CC(CCNC(OC(C)(C)C)=O)(C)C)[C@@H](C)NC(OC(C)(C)C)=O